N-(pyridin-4-ylmethyl)-6-(3-(trifluoromethyl)-7,8-dihydro-1,6-naphthyridin-6(5H)-yl)pyridazine-3-carboxamide N1=CC=C(C=C1)CNC(=O)C=1N=NC(=CC1)N1CC=2C=C(C=NC2CC1)C(F)(F)F